NC1=CC=C(C(=N1)C1=C(C=C2C(=NC=NC2=C1)N1[C@H](CN(CC1)C(=O)OC(C)(C)C)C)Cl)C(F)(F)F tert-butyl (3S)-4-[7-[6-amino-3-(trifluoromethyl)pyridin-2-yl]-6-chloroquinazolin-4-yl]-3-methylpiperazine-1-carboxylate